2-(4-{2-[(2,3-dihydro-1H-inden-2-yl)amino]pyrimidin-5-yl}-3-[(1-ethylazetidin-3-yl)oxy]-1H-pyrazol-1-yl)acetic acid C1C(CC2=CC=CC=C12)NC1=NC=C(C=N1)C=1C(=NN(C1)CC(=O)O)OC1CN(C1)CC